3-[(E)-2-nitrovinyl]-1H-indole [N+](=O)([O-])/C=C/C1=CNC2=CC=CC=C12